Tri(2,3,3-trimethyl-2-butyl)citrat CC(C)(C(C)(C)C)C(C(C(C(=O)[O-])(C(C)(C(C)(C)C)C)C(C)(C(C)(C)C)C)(O)C(=O)[O-])C(=O)[O-]